stannous bis(2-ethyl-hexanoate) C(C)C(C(=O)[O-])CCCC.C(C)C(C(=O)[O-])CCCC.[Sn+2]